N1C=C(C2=CC=CC=C12)C(=O)N=[N+]=[N-] indole-3-carbonyl azide